COC1=NC=CC(=C1)C1CN(C1)[C@H]1[C@@H](CCCC1)OC=1C=C2CN(C(C2=CC1)=O)C1C(NC(CC1)=O)=O 3-(5-(((1R,2R)-2-(3-(2-methoxypyridin-4-yl)azetidin-1-yl)cyclohexyl)oxy)-1-oxoisoindolin-2-yl)piperidine-2,6-dione